C(C)C(C(=O)OCC1=NC(=C(N=C1N1CCC2(CCC[C@H]2N)CC1)C)C1=C(C(=CC=C1)OC)OC)N1C(C(C2=CC(=CC(=C12)F)Br)(C)C)=O (R)-(3-(1-amino-8-azaspiro[4.5]dec-8-yl)-6-(2,3-dimethoxyphenyl)-5-methylpyrazin-2-yl)methanol ethyl-2-(5-bromo-7-fluoro-3,3-dimethyl-2-oxoindol-1-yl)acetate